ethyl 2-(4-fluorophenoxy)-5-hydroxy-1,7-naphthyridine-6-carboxylate FC1=CC=C(OC2=NC3=CN=C(C(=C3C=C2)O)C(=O)OCC)C=C1